Bis(2-(azepan-1-yl)ethyl)amine N1(CCCCCC1)CCNCCN1CCCCCC1